C(C)C1CCCC=2N1N=C(N2)C(=O)N[C@@H]2C(N(C=1N(CC2)N=CC1)C)=O 5-ethyl-N-((S)-4-methyl-5-oxo-5,6,7,8-tetrahydro-4H-pyrazolo[1,5-a][1,3]diazepin-6-yl)-5,6,7,8-tetrahydro-[1,2,4]triazolo[1,5-a]pyridine-2-carboxamide